methyl 5-fluoro-2-hydroxy-pyridine-3-carboxylate FC=1C=C(C(=NC1)O)C(=O)OC